C(C)(C)(C)OC(CN1CCC(CC1)[C@@](CC)(O)C=1C=C2C(N([C@@](C2=C(C1)F)(OC)C1=CC=C(C=C1)Cl)CC1=CC=C(C=C1)Cl)=O)=O 2-{4-[(1R)-1-[(1R)-1-(4-chlorophenyl)-2-[(4-chlorophenyl)methyl]-7-fluoro-1-methoxy-3-oxo-2,3-dihydro-1H-isoindol-5-yl]-1-hydroxypropyl]piperidin-1-yl}acetic acid tert-butyl ester